C(C)OC(=O)[C@H]1NC2=CC=C(C=C2[C@@H]([C@H]1CC=C)N=[N+]=[N-])OC (2S,3S,4R)-Ethyl-3-allyl-4-azido-6-methoxy-1,2,3,4-tetrahydroquinoline-2-carboxylate